C(C=C)(=O)[O-].C1C2C3CCC(C3C1CC2)C[O-] (octahydro-4,7-methylene-1H-indenyl)methanolate acrylate